N-(4-bromophenyl)-4-methyl-5-(quinolin-5-yl)nicotinamide BrC1=CC=C(C=C1)NC(C1=CN=CC(=C1C)C1=C2C=CC=NC2=CC=C1)=O